ClC=1C(=C(CN2[C@@H]3C[C@H]3CC2)C=CC1)F (1R,3S,5R)-N-(3-chloro-2-fluorobenzyl)-2-azabicyclo[3.1.0]hexane